1-(2-hydroxybutyl)-3-(2-methyl-3-phenylquinolin-6-yl)urea OC(CNC(=O)NC=1C=C2C=C(C(=NC2=CC1)C)C1=CC=CC=C1)CC